FC(C1=CC=C(C=C1)NC(=O)NC1=CNC2=NC=C(C=C21)CC(=O)O)(F)F [3-([[4-(trifluoromethyl)phenyl]carbamoyl]amino)-1H-pyrrolo[2,3-b]pyridin-5-yl]acetic acid